SCC[Si](OC(C)CC)(OC(C)CC)OC(C)CC 2-mercaptoethyl-trisec.butoxysilane